methyl 3-((4-hydroxybenzyl) amino)-2-nitrobenzoate OC1=CC=C(CNC=2C(=C(C(=O)OC)C=CC2)[N+](=O)[O-])C=C1